benzyl 4-[(3S,5S)-5-(hydroxymethyl)pyrrolidin-3-yl]piperazine-1-carboxylate OC[C@@H]1C[C@@H](CN1)N1CCN(CC1)C(=O)OCC1=CC=CC=C1